O=S1(CCCCC1)=O 1,1-dioxo-hexahydro-1lambda*6*-thiopyran